C(=C)[Si](C)(C)CCCCCCCCCCCCCCCC vinyl-hexadecyl-dimethylsilane